N-(5-(3-(1-azaspiro[3.3]heptan-1-yl)propanamido)-2-methylpyridin-3-yl)-2-(1-(2-methoxyethyl)-1H-pyrazol-4-yl)pyrazolo[5,1-b]thiazole-7-carboxamide N1(CCC12CCC2)CCC(=O)NC=2C=C(C(=NC2)C)NC(=O)C=2C=NN1C2SC(=C1)C=1C=NN(C1)CCOC